2-((3-methyl-1-(1-methylpyrrolidin-3-yl)-1H-pyrazol-4-yl)amino)pyrimidine-5-carbonitrile CC1=NN(C=C1NC1=NC=C(C=N1)C#N)C1CN(CC1)C